C[C@]12[C@H]3CC[C@@]4([C@H](CC[C@H]4[C@@H]3CC[C@@H]2C[C@@H](CC1)O)C1(OCC1)C)C (3R,5R,8R,9S,10S,13S,14S,17S)-10,13-dimethyl-17-(2-methyloxetan-2-yl)-2,3,4,5,6,7,8,9,11,12,14,15,16,17-tetradecahydro-1H-cyclopenta[a]phenanthren-3-ol